N,N-dibenzylhexadecylamine C(C1=CC=CC=C1)N(CC1=CC=CC=C1)CCCCCCCCCCCCCCCC